C(C)(C)(C)N(C([O-])=O)CCCNCCC.BrC1=C(C=CC(=C1)C(C)C)NS(=O)=O.[Na+] Sodium N-(2-bromo-4-isopropylphenyl)sulfonamide tert-butyl-(3-(propylamino)propyl)carbamate